5,6-difluoro-N-(4-methoxyphenethyl)-N-(prop-2-yn-1-yl)benzo[d]-thiazol-2-amine FC=1C(=CC2=C(N=C(S2)N(CC#C)CCC2=CC=C(C=C2)OC)C1)F